The molecule is an alpha,omega-dicarboxylic acid that is octadecane in which both terminal methyl groups have been replaced by carboxy groups. It is an alpha,omega-dicarboxylic acid and an octadecane. It is a conjugate acid of an octadecanedioate and an octadecanedioic acid anion. C(CCCCCCCCC(=O)O)CCCCCCCC(=O)O